3-(1-(6-((3s,4s)-4-amino-3-methyl-2-oxa-8-azaspiro[4.5]decan-8-yl)-4-oxo-4,5-dihydro-1H-pyrazolo[3,4-d]pyrimidin-3-yl)cyclopropyl)benzonitrile N[C@@H]1[C@@H](OCC12CCN(CC2)C=2NC(C1=C(N2)NN=C1C1(CC1)C=1C=C(C#N)C=CC1)=O)C